FC1=CC=C(C(=O)N[C@H](C(NC2=CC=C(C=C2)S(N[C@H]2COCC2)(=O)=O)=O)CC2=CC=CC=C2)C=C1 4-fluoro-N-((S)-1-oxo-3-phenyl-1-(4-(N-((R)-tetrahydrofuran-3-yl)sulfamoyl)phenylamino)propan-2-yl)benzamide